C1(=CC=CC=C1)C=1OC(=CC1)C=1SC=CC1 2-phenyl-5-(thien-2-yl)furan